N1CCC2(CCCCC12)C=1C=C2C(=NC1)N(N=C2C)C 5-(1,2,3,4,5,6,7,7a-octahydroindol-3a-yl)-1,3-dimethyl-pyrazolo[3,4-b]pyridine